C=CC=CCCCCC(CCC)I 9-dodecadienyl iodide